BrC=1C=CC2=C(N=C(S2)C2CC(C2)C2CN(C2)C(=O)OC(C)(C)C)C1 tert-butyl 3-(3-(5-bromobenzo[d]thiazol-2-yl)cyclobutyl)azetidine-1-carboxylate